2-[2-[2-(2-azidoethoxy)ethoxy]ethoxy]-N-[5-[[2-[2-[2-(2-azidoethoxy)ethoxy]ethoxy]acetyl]amino]-5-(5-methylsulfonyl-1,3,4-oxadiazol-2-yl)pentyl]acetamide N(=[N+]=[N-])CCOCCOCCOCC(=O)NCCCCC(C=1OC(=NN1)S(=O)(=O)C)NC(COCCOCCOCCN=[N+]=[N-])=O